tert-butyl N-[(9R,10E,13S)-9-ethyl-3-methyl-8-oxo-3,4,7,15-tetraazatricyclo[12.3.1.02,6]octadeca-1(18),2(6),4,10,14,16-hexaen-13-yl]carbamate C(C)[C@H]\1C(NC=2C=NN(C2C=2C=CN=C([C@H](C/C=C1)NC(OC(C)(C)C)=O)C2)C)=O